CC1=NC2=CC=C(C=C2C(=C1)C=1N=NC=CC1)C(=O)N1CCOCC1 (2-methyl-4-(pyridazin-3-yl)quinolin-6-yl)(morpholino)methanone